FC1=C(N=C2N(C1=O)CC[C@H](N2CC(CCC(C)C)=O)C(F)(F)F)N2[C@@H](COCC2)C (S)-3-Fluoro-2-((R)-3-methylmorpholin-4-yl)-9-(5-methyl-2-oxo-hexyl)-8-trifluoromethyl-6,7,8,9-tetrahydro-pyrimido[1,2-a]-pyrimidin-4-one